BrC1=C(C2=C(OCCN2C(=O)OC(C)(C)C)N=C1)C tert-butyl 7-bromo-8-methyl-2H,3H-pyrido[2,3-b][1,4]oxazine-1-carboxylate